C(C)OC(=O)C1N(CCN(C1)CC1=CC=CC=C1)CC1=CC=CC=C1 1,4-dibenzyl-piperazine-2-carboxylic acid ethyl ester